4-(((1r,5s)-3-(tert-butoxycarbonyl)-3-azabicyclo[3.1.0]hex-6-yl)amino)-1-(1-(difluoromethyl)cyclopropyl)-6-oxo-1,6-dihydropyridine-3-carboxylic acid C(C)(C)(C)OC(=O)N1C[C@@H]2C([C@@H]2C1)NC=1C(=CN(C(C1)=O)C1(CC1)C(F)F)C(=O)O